ClC1=CC=C(C=C1)NCC 4-chlorophenyl-ethyl-amine